NC1=C(C(=O)O[C@@H](C(=O)NC2=CC=C(C=C2)F)C2=CC=CC=C2)C=C(C=N1)C=1C=NN(C1)C1CCN(CC1)C(=O)OC(C)(C)C (R)-2-((4-fluorophenyl)amino)-2-oxo-1-phenylethyl 2-amino-5-(1-(1-(tert-butoxycarbonyl)piperidin-4-yl)-1H-pyrazol-4-yl)nicotinate